OC=1C=C2CCC(=C(C2=CC1)C1=CC=C(C=C1)N1CCN(CC1)C(C)C)C=1C=C(C(=O)O)C=CC1 3-(6-Hydroxy-1-(4-(4-isopropylpiperazin-1-yl)phenyl)-3,4-dihydronaphthalen-2-yl)benzoic acid